C1(=CC=CC2=CC=CC=C12)C1=C(NC2=CC=C(C=C2)C=2C3=CC=CC=C3C=3C=CC=CC3C2)C=CC=C1 2-(naphthalen-1-yl)-N-(4-(phenanthren-9-yl)phenyl)aniline